(R)-2-ethyl-4-((1R,3R)-3-(1-isopropyl-3-(2-(trifluoromethyl)pyrimidin-5-yl)-1H-1,2,4-triazol-5-yl)cyclopentyl)morpholine C(C)[C@@H]1CN(CCO1)[C@H]1C[C@@H](CC1)C1=NC(=NN1C(C)C)C=1C=NC(=NC1)C(F)(F)F